C1(CC1)C1(NC=C(C(=N1)NC1=CC=C(C=C1)OC(F)F)N)N 2-cyclopropyl-N4-(4-(difluoromethoxy)phenyl)pyrimidine-2,4,5-triamine